OC1=CC=C(C=C1)C1(CC(CC(C1)C)(C)C)C1=CC=C(C=C1)O 1,1-bis-(4-hydroxy-phenyl)-3,3,5-trimethylcyclohexane